FC(CNC(=O)C=1C=NN2C1C=C(C=C2)C2=CNC1=NC=C(C=C12)C(=O)N1C2CN(CC1CC2)C)F N-(2,2-difluoroethyl)-5-(5-(3-methyl-3,8-diazabicyclo[3.2.1]octane-8-carbonyl)-1H-pyrrolo[2,3-b]pyridin-3-yl)pyrazolo[1,5-a]pyridine-3-carboxamide